3-(trimethylsilyl)propyl-dimethyl-chloromethyl-silane C[Si](CCC[Si](CCl)(C)C)(C)C